2-methyl-3-methylene-5-(pyridin-4-yl)pent-4-yn-2-ol CC(C)(C(C#CC1=CC=NC=C1)=C)O